N1(CCC1)C=1C(N(C2=NC(=CC=C2C1NC)C(F)(F)F)C1=C(C=CC=C1)Cl)=O 3-(azetidin-1-yl)-1-(2-chlorophenyl)-4-(methylamino)-7-(trifluoromethyl)-1,8-naphthyridin-2(1H)-one